3-oxo-5,6,7,8-tetrahydro[1,2,4]triazolo[4,3-a]pyridin O=C1NN=C2N1CCCC2